C(C)(C)(C)OC(N[C@H]([C@@H](CCO)CC1CCC1)CO)=O.ClC=1C=NC(=NC1)OC1=C(C=CC=C1)C1=CC(=NO1)C(F)(F)F 5-Chloro-2-[2-[3-(trifluoromethyl)-5-isoxazolyl]phenoxy]pyrimidine tert-butyl-N-[(1R,2R)-2-(cyclobutylmethyl)-4-hydroxy-1-(hydroxymethyl)butyl]carbamate